FC1=CC(=C(C(=O)NCCC2=CNC3=C(C=CC=C23)OC)C=C1)NC1=CC(=C(C(=C1)OC)OC)OC 4-fluoro-N-(2-(7-methoxy-1H-indol-3-yl)ethyl)-2-((3,4,5-trimethoxyphenyl)amino)benzamide